(R)-1-(5-fluoro-2-(2-methyl-5-((5-methyl-4,5,6,7-tetrahydropyrazolo[1,5-a]pyrazin-2-yl)methyl)-2H-1,2,3-triazol-4-yl)phenyl)ethan-1-ol FC=1C=CC(=C(C1)[C@@H](C)O)C1=NN(N=C1CC1=NN2C(CN(CC2)C)=C1)C